4,4'-((decane-1,10-diylbis(oxy))bis(6-methylheptane-6,2-diyl))bis(1,3-dioxolan-2-one) C(CCCCCCCCCOC(CCCC(C)C1OC(OC1)=O)(C)C)OC(CCCC(C)C1OC(OC1)=O)(C)C